2-(6-Chloro-benzothiazol-2-ylamino)-1-(2-methoxy-ethyl)-1H-benzoimidazole-5-carboxylic acid [2-(4-hydroxy-piperidin-1-yl)-2-oxo-ethyl]-amide OC1CCN(CC1)C(CNC(=O)C1=CC2=C(N(C(=N2)NC=2SC3=C(N2)C=CC(=C3)Cl)CCOC)C=C1)=O